ClC1=CC(=C(C=C1C=1C(N(C2=CC(=NC=C2C1)N[C@@H](COC)C)CC(F)(F)F)=O)NC(=O)NC1=CC(=CC=C1)F)F (R)-1-(4-chloro-2-fluoro-5-(7-((1-methoxypropan-2-yl)amino)-2-oxo-1-(2,2,2-trifluoroethyl)-1,2-dihydro-1,6-naphthyridin-3-yl)phenyl)-3-(3-fluorophenyl)urea